N-(4-cyanobenzyl)-5-(N-methylaminosulfonyl)thiophene-2-carboxamide C(#N)C1=CC=C(CNC(=O)C=2SC(=CC2)S(=O)(=O)NC)C=C1